CN1N(C(C2=CC=C(C=C2C1)[N+](=O)[O-])=O)C1C(NC(CC1)=O)=O 3-(3-methyl-6-nitro-1-oxo-3,4-dihydrophthalazin-2(1H)-yl)piperidine-2,6-dione